nonyl-phenylether C(CCCCCCCC)OC1=CC=CC=C1